NC=1C2=C(N=CN1)N(C=C2C2=CC=C(C=C2)NC(=O)NC2=CC(=CC=C2)C(C(C(C(F)(F)F)(F)F)(F)F)(F)F)C(C)C 1-(4-(4-Amino-7-isopropyl-7H-pyrrolo[2,3-d]pyrimidin-5-yl)phenyl)-3-(3-(perfluorobutyl)phenyl)urea